ClC1=CC(=C(C=C1)NC1=C2C(=NC(=C1)NC1=NC=CC(=C1)C)NN(C2=O)C)OC 4-((4-chloro-2-methoxyphenyl)amino)-2-methyl-6-((4-methylpyridin-2-yl)amino)-1,2-dihydro-3H-pyrazolo[3,4-b]pyridin-3-one